diazoSerineO-methyldihydroquercetin [N+](=[N-])=C([C@H](N[C@]1([C@](OC=2C=C(C=C(C2C1=O)O)O)(C1=CC(O)=C(O)C=C1)C)O)C(=O)O)O